C(C)(=O)OC1COCC(C1OC(C)=O)O 5-hydroxytetrahydro-2H-pyran-3,4-diyl diacetate